NC1=NC=NN2C1=CC=C2[C@]2([C@@H]([C@@H]([C@H](O2)COC(=O)O[C@@H]([C@H](N(C)C)C(=O)OC)C)O)O)C#N methyl O-((((2R,3S,4R,5R)-5-(4-aminopyrrolo[2,1-f][1,2,4]triazin-7-yl)-5-cyano-3,4-dihydroxytetrahydrofuran-2-yl)methoxy)carbonyl)-N,N-dimethyl-L-threoninate